N-((S)-1-(((6-amino-2-methylpyridin-3-yl)methyl)amino)-1-oxopropan-2-yl)-4-phenylpiperidine-2-carboxamide di-trifluoroacetate FC(C(=O)O)(F)F.FC(C(=O)O)(F)F.NC1=CC=C(C(=N1)C)CNC([C@H](C)NC(=O)C1NCCC(C1)C1=CC=CC=C1)=O